(2R,3R,4R,5R)-2-(4-aminopyrrolo[2,1-f][1,2,4]triazin-7-yl)-2-cyano-5-(Isobutyryloxymethyl)tetrahydrofuran-3,4-diylbis(2-methylpropionate) hydrobromide Br.NC1=NC=NN2C1=CC=C2[C@@]2(O[C@H]([C@H]([C@@H]2C(C(=O)O)(C)C)C(C(=O)O)(C)C)COC(C(C)C)=O)C#N